N1=C(N=C2N=CNC2=C1N)N 7H-purine-2,6-diamine